(3R,4R)-4-[(5R)-5H-imidazo[4,3-a]isoindol-5-yl]piperidin-3-ol C=1N=CN2C1C1=CC=CC=C1[C@H]2[C@@H]2[C@H](CNCC2)O